Germanium-d [GeH4+][2H]